O=C1NC(CCC1N1C(C2=CC=C(C=C2C1=O)F)=O)=O 2-(2,6-dioxopiperidin-3-yl)-5-fluoro-isoindolin-1,3-dione